1-ethyl-6-fluoro-4-oxo-1,4-dihydroquinoline-3-carboxylic acid C(C)N1C=C(C(C2=CC(=CC=C12)F)=O)C(=O)O